FC1=C(OC2=CC=NC3=CC(=C(C=C23)OC)OCCCCCC(=O)[O-])C=CC(=C1)NC(=O)C1(CC1)C(NC1=CC=C(C=C1)F)=O.[Na+] Natrium 6-[[4-[2-Fluoro-4-[[1-[(4-fluorophenyl)carbamoyl]cyclopropanecarbonyl]amino] phenoxy]-6-methoxy-7-quinolyl]oxy]caproat